ClC=1N=CC2=C(N1)N(C=C2C2=NN(C=C2)S(=O)(=O)C)[C@H]2[C@@H]([C@@H]([C@H](C2)CNCCCNCCC2=CC=CC=C2)O)O (1R,2S,3R,5R)-3-[2-chloro-5-(1-methanesulfonylpyrazol-3-yl)pyrrolo[2,3-d]pyrimidin-7-yl]-5-[({3-[(2-phenylethyl)amino]propyl}amino)methyl]cyclopentane-1,2-diol